(2R,4S)-1-ethyl-N-((S)-1-oxo-1-((4-(5-(trifluoromethyl)-1,2,4-oxadiazol-3-yl)benzyl)amino)propan-2-yl)-4-phenylpiperidine-2-carboxamide trifluoroacetate FC(C(=O)O)(F)F.C(C)N1[C@H](C[C@H](CC1)C1=CC=CC=C1)C(=O)N[C@H](C(NCC1=CC=C(C=C1)C1=NOC(=N1)C(F)(F)F)=O)C